C1(CC1)C#CC=1C(=NC(=NC1)NC[C@@H]1CNCC1)C1=CC=C(C#N)C=C1 4-[5-(2-cyclopropylethynyl)-2-{[(3S)-pyrrolidin-3-ylmethyl]amino}pyrimidin-4-yl]benzonitrile